1-(2-((5-(trifluoromethyl)pyridin-3-yl)oxy)ethyl)-1H-pyrazole-4-carboxylic acid FC(C=1C=C(C=NC1)OCCN1N=CC(=C1)C(=O)O)(F)F